N-p-tolyl-1-(4-(trifluoromethyl)phenyl)toluidine C1(=CC=C(C=C1)NC1(C(C=CC=C1)C)C1=CC=C(C=C1)C(F)(F)F)C